O=C1NC(CCC1N1CC2=C(C=C(C=C2C1=O)OC(N(C=1C=NC(=C(C1)C)C1=CC=CC=C1)C)=O)OC)=O (2-(2,6-dioxopiperidin-3-yl)-7-methoxy-3-oxoisoindolin-5-yl)methyl(5-methyl-6-phenylpyridin-3-yl)carbamate